Tert-butyl (2R)-2-[[4-amino-2-(3,5-dimethylisoxazol-4-yl)phenoxy]methyl]piperidine-1-carboxylate NC1=CC(=C(OC[C@@H]2N(CCCC2)C(=O)OC(C)(C)C)C=C1)C=1C(=NOC1C)C